N-(pyridin-3-ylsulfonyl)-4-(5-(trifluoromethyl)-1,2,4-oxadiazol-3-yl)benzamide N1=CC(=CC=C1)S(=O)(=O)NC(C1=CC=C(C=C1)C1=NOC(=N1)C(F)(F)F)=O